2-(3-bromobenzyl)-1H-pyrrole-1-carboxylic acid tert-butyl ester C(C)(C)(C)OC(=O)N1C(=CC=C1)CC1=CC(=CC=C1)Br